COC1=CC=C(C=N1)CC1C[C@H](N(C1=O)C(=O)OC(C)(C)C)C(=O)OC O1-tert-butyl O2-methyl (2S)-4-[(6-methoxy-3-pyridyl)methyl]-5-oxo-pyrrolidine-1,2-dicarboxylate